C(C)[P+](CCSCC)(CC)CC triethyl[2-(ethylthio)ethyl]-phosphonium